8-bromo-4-isopropyl-7-methyl-pyrazolo[5,1-c][1,2,4]Triazine-3-carboxylic acid ethyl ester C(C)OC(=O)C1=C(N2C(N=N1)=C(C(=N2)C)Br)C(C)C